C(C)(C)(C)OC(=O)N1CCC(=CC1)OB(O)O (1-(t-butoxycarbonyl)-1,2,3,6-tetrahydropyridin-4-yl)boric acid